N-(3-(2-((2-methoxy-4-(4-methyl-1-piperazinyl)phenyl)amino)-7-oxo-6-phenyl-8(7H)-pteridinyl)phenyl)acrylamide mesylate S(C)(=O)(=O)O.COC1=C(C=CC(=C1)N1CCN(CC1)C)NC1=NC=2N(C(C(=NC2C=N1)C1=CC=CC=C1)=O)C=1C=C(C=CC1)NC(C=C)=O